N1CCC(CC1)OC=1C(=NC=CC1)C(F)(F)F 3-(piperidin-4-yloxy)-2-(trifluoromethyl)pyridine